(5R)-5-Phenyl-N-[(6S)-4-methyl-5-oxo-7,8-dihydro-6H-pyrazolo[1,5-a][1,3]diazepin-6-yl]-6,7-dihydro-5H-pyrrolo[1,2-b][1,2,4]triazol-2-carboxamid C1(=CC=CC=C1)[C@H]1CCC=2N1N=C(N2)C(=O)N[C@@H]2C(N(C=1N(CC2)N=CC1)C)=O